C(C)(C)(C)C1=CC=2C(C=3C=C(C=C(C3OC2C(=C1)B(O)O)B(O)O)C(C)(C)C)(C)C 2,7-di-tert-butyl-9,9-dimethylxanthene-4,5-diboronic acid